NCC=1C=C(C=CC1)C=1C=C(C2=C(C(=CO2)COC2=C(C=CC=C2)CC(=O)OCC)C1)C=1C(=NN(C1C)C)C ethyl 2-(2-((5-(3-(aminomethyl)phenyl)-7-(1,3,5-trimethyl-1H-pyrazol-4-yl)benzofuran-3-yl)methoxy)phenyl)acetate